C(C)(C)(C)OC(=O)N1CCC(CC1)(O)C#C 4-ethynyl-4-hydroxy-piperidine-1-carboxylic acid tert-butyl ester